C(#N)C=1C=NN2C1C(=CC(=C2)OCC)C=2C=CC(=NC2)N2C[C@@H]([C@H](CC2)NC(OC(C)(C)C)=O)OCCN(C)C tert-butyl ((3S,4S)-1-(5-(3-cyano-6-ethoxypyrazolo[1,5-a]pyridin-4-yl)pyridin-2-yl)-3-(2-(dimethylamino)ethoxy)piperidin-4-yl)carbamate